COC(=O)C=1N(C2=CC(=CC=C2C1C=O)C)C 3-formyl-1,6-dimethyl-1H-indole-2-carboxylic acid methyl ester